(3-(3-chloro-4-methoxyphenyl)-1-(2,2-difluoroethyl)-1H-indazol-5-yl)(3,3-difluoroazetidin-1-yl)methanone ClC=1C=C(C=CC1OC)C1=NN(C2=CC=C(C=C12)C(=O)N1CC(C1)(F)F)CC(F)F